O=C1NC(CCC1N1C(C2=C(C=CC(=C2C1=O)F)N1CCN(CC1)CC1CN(C1)C1=C2C[C@@H]([C@H](C2=C(C=C1)S(=O)(=O)C)O)F)=O)=O trans-2-(2,6-dioxopiperidin-3-yl)-4-fluoro-7-(4-((1-((1S)-2-fluoro-1-hydroxy-7-(methylsulfonyl)-2,3-dihydro-1H-inden-4-yl)azetidin-3-yl)methyl)piperazin-1-yl)isoindoline-1,3-dione